OC1=C(C=C(CNC(CCCCCCC(C)C)=O)C=C1)OC N-(4-hydroxy-3-methoxybenzyl)-8-methylnonanamide